N[C@H](C)C=1C(=C(CC#N)C=CC1)C (R)-3-(1-aminoethyl)-2-methylbenzyl cyanide